FC1=C(OC=2C(=C(C=CC2)OC)[N+](=O)[O-])C=C(C=C1)F (2,5-difluorophenoxy)-1-methoxy-2-nitrobenzene